OCC(=O)NCC1=CC=C(C=C1)C#CC1=CC=C(C=C1)C1N(C(N(C1)CC=1N=CNC(C1O)=O)=O)C(C)C 2-Hydroxy-N-(4-((4-(1-((5-hydroxy-6-oxo-1,6-dihydropyrimidin-4-yl)methyl)-3-isopropyl-2-Oxoimidazolin-4-yl)phenyl)ethynyl)benzyl)acetamide